2-methyl-3-mercaptopropyl-methyldimethoxysilane CC(C[Si](OC)(OC)C)CS